OC1=C(C=C(C=2C(C3=CC(=CC=C3C(C12)=O)O)=O)OC)OC 1,6-dihydroxy-2,4-dimethoxyanthraquinone